10-methoxy-1,5,9-trimethyl-11,14,15,16-tetraoxatetracyclo[10.3.1.04,13.08,13]hexadecane COC1C(C2CCC(C3CCC4(OOC32C(O1)O4)C)C)C